(S)-2-((4-((2-hydroxy-1-phenylethyl)amino)-5-(3-(quinuclidin-4-yl)-1,2,4-oxadiazol-5-yl)pyridin-2-yl)amino)-8,8-dimethyl-7,8-dihydro-1,6-naphthyridin-5(6H)-one OC[C@H](C1=CC=CC=C1)NC1=CC(=NC=C1C1=NC(=NO1)C12CCN(CC1)CC2)NC2=NC=1C(CNC(C1C=C2)=O)(C)C